Trans-(3-phenyl-2-propenyl)oxy-dimethylsilane C1(=CC=CC=C1)/C=C/CO[SiH](C)C